4-(Difluoromethyl)-N-(4-fluoro-5-(1-(pyrrolidine-1-carbonyl)-2,5-dihydro-1H-pyrrol-3-yl)-2-((3S,5R)-3,4,5-trimethylpiperazin-1-yl)phenyl)-6-oxo-1,6-dihydropyridine-3-carboxamide FC(C=1C(=CNC(C1)=O)C(=O)NC1=C(C=C(C(=C1)C=1CN(CC1)C(=O)N1CCCC1)F)N1C[C@@H](N([C@@H](C1)C)C)C)F